COC(=O)C1(CCOCC1)C1=NC(=NC=C1)NS(=O)(=O)C1CC1 4-(2-(cyclopropanesulfonamido)pyrimidin-4-yl)tetrahydro-2H-pyran-4-carboxylic acid methyl ester